CN(C)CC1=C(C=C(C=C1F)C=1C=2N(C(=NC1)NCC1=C(C=CC3=C1CCO3)F)C=C(N2)C#N)F 8-(4-((dimethylamino)methyl)-3,5-difluorophenyl)-5-(((5-fluoro-2,3-dihydrobenzofuran-4-yl)methyl)amino)imidazo[1,2-c]pyrimidine-2-carbonitrile